N-[4-[2-chloro-3-(4-methylpiperazin-1-yl)phenoxy]-5-ethyl-6-(2-isopentylphenyl)pyrimidin-2-yl]-1-methyl-pyrazole-4-sulfonamide ClC1=C(OC2=NC(=NC(=C2CC)C2=C(C=CC=C2)CCC(C)C)NS(=O)(=O)C=2C=NN(C2)C)C=CC=C1N1CCN(CC1)C